C1(CCCC1)N1C(C(=CC2=C1N=C(N=C2)NC2=NC=C(C=C2)C2CCNCC2)C(F)F)=O 8-cyclopentyl-6-(difluoromethyl)-2-((5-(piperidin-4-yl)pyridin-2-yl)amino)pyrido[2,3-d]pyrimidin-7(8H)-one